4-(5-(3,5-dichloro-4-fluorophenyl)-5-(trifluoromethyl)-4,5-dihydroisoxazol-3-yl)-2-methyl-N-((R)-tetrahydrofuran-3-yl)benzamide ClC=1C=C(C=C(C1F)Cl)C1(CC(=NO1)C1=CC(=C(C(=O)N[C@H]2COCC2)C=C1)C)C(F)(F)F